Phenyl[(phenylphenazinyl)phenyl]indolocarbazole C1(=CC=CC=C1)C=1C(=C2C(=CC1)N=C1C=CC3=C4C=CC=CC4=NC3=C12)C1=C(C=CC=C1)C1=C(C=CC2=NC3=CC=CC=C3N=C12)C1=CC=CC=C1